2-(2-bromo-4-(trifluoromethyl)phenyl)-1H-benzo[d]imidazole BrC1=C(C=CC(=C1)C(F)(F)F)C1=NC2=C(N1)C=CC=C2